ClC=1C=C2C(=NC(=NC2=C(C1C=1C(=CC=C2C=NN(C12)C)C)F)N1CC(C1)NC)N1C[C@H](N(C[C@@H]1C)C(C=C)=O)C 1-((2R,5S)-4-((S)-6-chloro-7-(1,6-dimethyl-1H-indazol-7-yl)-8-fluoro-2-(3-(methylamino)azetidin-1-yl)quinazolin-4-yl)-2,5-dimethylpiperazin-1-yl)prop-2-en-1-one